3-bromobenzimidamide hydrochloride Cl.BrC=1C=C(C(N)=N)C=CC1